BrC1=CN=C2CCC(NC2=C1C)=O 7-bromo-8-methyl-3,4-dihydro-1H-1,5-naphthyridin-2-one